C[C@@H]1CN(C[C@@H](N1)C)C=1C=NC2=CC=C(C=C2C1)C=1N=CNC1C1=NC(=CC=C1)C 3-[(3R,5S)-3,5-dimethylpiperazin-1-yl]-6-[5-(6-methyl-2-pyridyl)-1H-imidazol-4-yl]quinoline